OC[C@H](C1=CC(=CC=C1)OC)NC(CC)=O N-[(1S)-2-hydroxy-1-(3-methoxyphenyl)ethyl]propionamide